cis-besylate S(=O)(=O)([O-])C1=CC=CC=C1